2-chloro-5-methyl-7,8-dihydro-6H-cyclopenta[5,6]pyrido[2,3-d]pyrimidin-4-amine ClC=1N=C(C2=C(N1)N=C1C(=C2C)CCC1)N